1-(2-(4-iodophenoxy)ethyl)-3-(trifluoromethyl)benzene IC1=CC=C(OCCC2=CC(=CC=C2)C(F)(F)F)C=C1